3,3'-(ethane-1,2-diylbis(oxy))dipropanoic acid C(COCCC(=O)O)OCCC(=O)O